C(C)(=O)N1CCC(CC1)NC1=NC=C2C(CN(C(C2=C1)=O)CC([C@H]1NCC2=CC=CC=C2C1)O)(C)C 7-((1-acetylpiperidin-4-yl)amino)-2-(2-hydroxy-2-((S)-1,2,3,4-tetrahydroisoquinolin-3-yl)ethyl)-4,4-dimethyl-3,4-dihydro-2,6-naphthyridin-1(2H)-one